F[C@H]1C[C@H](N2N=C(N=C21)C(CC2CCOCC2)=O)C2=CC=CC=C2 1-((5S,7s)-7-fluoro-5-phenyl-6,7-dihydro-5H-pyrrolo[1,2-b][1,2,4]triazol-2-yl)-2-(tetrahydro-2H-pyran-4-yl)ethan-1-one